zirconium tetrapropoxide [O-]CCC.[O-]CCC.[O-]CCC.[O-]CCC.[Zr+4]